O1C(COC2=C1C=CC=C2)CN2CC(CC2)(C)COCCO 2-[1-(2,3-dihydro-benzo[1,4]dioxin-2-ylmethyl)-3-methyl-pyrrolidin-3-ylmethoxy]-ethanol